(R)-1-(3-aminopiperidin-1-yl)-2-methyl-2-propanol N[C@H]1CN(CCC1)CC(C)(O)C